N-[6-(1-Acetyl-2,2,6,6-tetramethyl-4-piperidyl)-2-(4,4-dimethylcyclohexen-1-yl)-3-pyridyl]-5-cyano-1H-imidazole-2-carboxamide C(C)(=O)N1C(CC(CC1(C)C)C1=CC=C(C(=N1)C1=CCC(CC1)(C)C)NC(=O)C=1NC(=CN1)C#N)(C)C